2-(methylthiomethyl)-3-phenylacrylaldehyde CSCC(C=O)=CC1=CC=CC=C1